O=C1NC(CCC1N1C(C2=CC=C(C=C2C1=O)C1CCN(CC1)CCN1CCC(CC1)COC1=CC=C(C=C1)C(=O)C=1C2=C(SC1C1=CC=C(C=C1)F)C=C(C=C2)O)=O)=O 2-(2,6-dioxopiperidin-3-yl)-5-(1-(2-(4-((4-(2-(4-fluorophenyl)-6-hydroxybenzo[b]thiophene-3-carbonyl)phenoxy)methyl)piperidin-1-yl)ethyl)piperidin-4-yl)isoindoline-1,3-dione